FC1=C(C=CC(=C1)F)C(COC1=CC=C(C=C1)C(\C=C\C1=CC=C(C=C1)O)=O)(CN1N=CN=C1)O (E)-1-[4-[2-(2,4-Difluorophenyl)-2-hydroxy-3-(1,2,4-triazol-1-yl)propoxy]phenyl]-3-(4-hydroxyphenyl)prop-2-en-1-one